FC=1C(=NC(=NC1)NC=1SC2=C(N1)C=C(C=C2)C=2CCNCC2)C2=CC1=C(OCCN1C(C)C)C(=C2)F N-(5-fluoro-4-(8-fluoro-4-isopropyl-3,4-dihydro-2H-benzo[b][1,4]oxazin-6-yl)pyrimidin-2-yl)-5-(1,2,3,6-tetrahydropyridin-4-yl)benzo[d]thiazol-2-amine